2-bromophenyl-pinacol BrC1=C(C=CC=C1)CC(O)(C)C(C)(C)O